C(#N)C=1C=C(C=CC1N=CN(C)C)N1CCN(CC1)C(=O)OC(C)(C)C tert-Butyl 4-(3-cyano-4-(((dimethylamino)methylene)amino)phenyl)-piperazine-1-carboxylate